NC(C(=O)O)CCP(=O)([O-])C 2-amino-4-(methylphosphinato)butyric acid